(4-amino-7-methyl-6-(3-azaspiro[5.5]undec-8-en-9-yl)-7H-pyrrolo[2,3-d]pyrimidin-5-yl)pyrimidine-5-carbonitrile NC=1C2=C(N=CN1)N(C(=C2C2=NC=C(C=N2)C#N)C2=CCC1(CCNCC1)CC2)C